CN1C2(CC2)CN(CC1)C1=CC=C(N)C=C1 4-(4-methyl-4,7-diazaspiro[2.5]oct-7-yl)aniline